(2S,4r)-1-[(2S)-2-(4-cyclopropyl-triazol-1-yl)-3,3-dimethyl-butyryl]-N-(2,2-dimethyl-3-pyrrolidin-1-yl-propyl)-4-hydroxy-pyrrolidine-2-carboxamide C1(CC1)C=1N=NN(C1)[C@H](C(=O)N1[C@@H](C[C@H](C1)O)C(=O)NCC(CN1CCCC1)(C)C)C(C)(C)C